(R)-tert-butyl (2-((4-bromo-5-methylisoxazol-3-yl)oxy)-1-(2-fluorophenyl)ethyl)carbamate BrC=1C(=NOC1C)OC[C@@H](C1=C(C=CC=C1)F)NC(OC(C)(C)C)=O